Tert-butyl 2-((5-(((3,5-dimethoxyphenyl) amino) methyl)-2-(methylthio) pyrimidin-4-yl) amino)-7-azaspiro[3.5]nonane-7-carboxylate COC=1C=C(C=C(C1)OC)NCC=1C(=NC(=NC1)SC)NC1CC2(C1)CCN(CC2)C(=O)OC(C)(C)C